3-(7-((((1s,4s)-4-(aminomethyl)cyclohexyl)methyl)amino)-1-methyl-1H-indazol-3-yl)piperidine-2,6-dione hydrochloride Cl.NCC1CCC(CC1)CNC=1C=CC=C2C(=NN(C12)C)C1C(NC(CC1)=O)=O